ClC1=CC=C(C(=O)C2=C(C(=O)O)C=C(C=C2F)C(=O)C2CCS(CC2)(=O)=O)C=C1 2-(4-chlorobenzoyl)-5-(1,1-dioxotetrahydro-2H-thiopyran-4-carbonyl)-3-fluorobenzoic acid